2-heptyl-3,4-bis(9-isocyanatononyl)-1-pentylcyclohexane C(CCCCCC)C1C(CCC(C1CCCCCCCCCN=C=O)CCCCCCCCCN=C=O)CCCCC